2'-(diphenylphosphino)-N-methyl-[1,1'-biphenyl]-2-amine C1(=CC=CC=C1)P(C1=C(C=CC=C1)C=1C(=CC=CC1)NC)C1=CC=CC=C1